N1C[C@@H](CC1)CN1C=CC2=NC(=C(C=C21)C2=CC(=C(C=C2)C#N)F)C2=CC=C(C=C2)OC 4-{1-[((3R)-pyrrolidin-3-yl)methyl]-5-(4-methoxyphenyl)pyrrolo[3,2-b]pyridin-6-yl}-2-fluorobenzenecarbonitrile